5-(4-(4-(2,6-difluorobenzyl)-5-oxo-4,5-dihydro-1H-1,2,4-triazol-1-yl)-2-fluorophenoxy)-4-methylisoxazole-3-carboxylic acid ethyl ester C(C)OC(=O)C1=NOC(=C1C)OC1=C(C=C(C=C1)N1N=CN(C1=O)CC1=C(C=CC=C1F)F)F